1-(4-(1,4-oxazepan-4-yl)cyclohexyl)-5-(7,8-dimethyl-[1,2,4]triazolo[1,5-a]pyridin-6-yl)-6-isopropyl-1,3-dihydro-2H-benzo[d]imidazol-2-one O1CCN(CCC1)C1CCC(CC1)N1C(NC2=C1C=C(C(=C2)C=2C(=C(C=1N(C2)N=CN1)C)C)C(C)C)=O